trihexyl-tetradecyl-phosphine thiocyanate [S-]C#N.C(CCCCC)C(CCCCCCCCCCCCCP)(CCCCCC)CCCCCC